C(C)NC(C1=C(C=C(C=C1)C1=CN=C2C(=N1)N(C=N2)C(C)C=2C=C1C=CC=NC1=CC2)F)=O N-ethyl-2-fluoro-4-(1-(1-(quinolin-6-yl)ethyl)-1H-imidazo[4,5-b]pyrazin-6-yl)benzamide